C1(C=CC=C1)=C(CCC(=O)O)C 4-(cyclopent-2,4-diene-1-ylidene)pentanoic acid